C(#N)C1=CC(=C(COC2=CC=CC(=N2)C2CCN(CC2)C(C)C2=NC3=C(N2C)C=C(C=C3OC)C(=O)OC)C=C1)F Methyl 2-(1-(4-(6-((4-cyano-2-fluorobenzyl)oxy)pyridin-2-yl)piperidin-1-yl)ethyl)-4-methoxy-1-methyl-1H-benzo[d]imidazole-6-carboxylate